CC1=CC=CC(=N1)C1=C(N=CN1)C=1C=C2C=C(C=NC2=CC1)C=1SC(=CN1)N1CCNCC1 2-[6-[5-(6-methyl-2-pyridyl)-1H-imidazol-4-yl]-3-quinolyl]-5-piperazin-1-yl-thiazole